1λ6-thia-6-azaspiro[3.5]nonane-1,1-dione hydrochloride hydrochloride Cl.Cl.S1(CCC12CNCCC2)(=O)=O